FC1=C2C=CN(C2=C(C=C1)C(=O)NC1CC2(CC(C2)C(=O)O)C1)CC1=CC=C(C=C1)B1OC(C(O1)(C)C)(C)C 6-(4-Fluoro-1-(4-(4,4,5,5-tetramethyl-1,3,2-dioxaborolan-2-yl)benzyl)-1H-indole-7-carboxamido)spiro[3.3]heptane-2-carboxylic acid